C(=O)OC1CC=2C3=C(NC2CC1)C=C(C(=N3)Cl)SC3=NC(=C(N=C3)N3CCC1([C@@H]([C@@H](OC1)C)N)CC3)CO 3-((5-((3S,4S)-4-amino-3-methyl-2-oxa-8-azaspiro[4.5]decan-8-yl)-6-(hydroxymethyl)pyrazin-2-yl)thio)-2-chloro-6,7,8,9-tetrahydro-5H-pyrido[3,2-b]indol-8-ol formate